isopropyl-3-methyl-2-oxo-2,3-dihydro-1H-benzo[d]imidazole-5-carboxylic acid C(C)(C)N1C(N(C2=C1C=CC(=C2)C(=O)O)C)=O